5-fluoro-2-(1-(hydroxymethyl)-2,6-dioxopiperidin-3-yl)isoindoline-1,3-dione FC=1C=C2C(N(C(C2=CC1)=O)C1C(N(C(CC1)=O)CO)=O)=O